4-(2-(diethylamino)ethoxy)benzaldehyde C(C)N(CCOC1=CC=C(C=O)C=C1)CC